C(CCCCCCCCCCC)[N+](C)(CCCCCCCCCCCC)CCCCCCCCCCCC trilauryl-monomethyl-ammonium